C1(=CC=CC=C1)N(C(=O)OCCOCCOCCCC)C1=CC2=C(OC(O2)(F)F)C=C1 2-(2-Butoxyethoxy)ethanol phenyl-(2,2-difluorobenzo[d][1,3]dioxol-5-yl)carbamate